C(C)(C)(C)OC(N[C@H]1CSC2=C(NC1=O)C=C(C(=C2)F)C2=NOC(=N2)C2(CC2)C#N)=O N-[(3R)-7-[5-(1-cyanocyclopropyl)-1,2,4-oxadiazol-3-yl]-8-fluoro-4-oxo-3,5-dihydro-2H-1,5-benzothiazepine-3-Yl]carbamic acid tert-butyl ester